[C@H]12CN(CC2CC1)C1(CC(C1)N1C(C(C2=NC=C(C=C21)Br)(C)C)=O)C 1-((1s,3s)-3-(3-azabicyclo[3.2.0]heptan-3-yl)-3-methylcyclobutyl)-6-bromo-3,3-dimethyl-1,3-dihydro-2H-pyrrolo[3,2-b]pyridin-2-one